bis[3,5-dibromo-4-(2,3-dibromopropoxy) phenyl] sulfone BrC=1C=C(C=C(C1OCC(CBr)Br)Br)S(=O)(=O)C1=CC(=C(C(=C1)Br)OCC(CBr)Br)Br